2-methyl-6-oxo-1,6-dihydropyridin CC=1NC(C=CC1)=O